ethyl bis(4-(5-(trifluoromethyl)-1,2,4-oxadiazol-3-yl)phenyl)phosphinate FC(C1=NC(=NO1)C1=CC=C(C=C1)P(OCC)(=O)C1=CC=C(C=C1)C1=NOC(=N1)C(F)(F)F)(F)F